O1COC2=C1C=CC=C2CN2[C@H](CCC2)C(=O)NC2=CC=C(C=C2)OC=2C=NC=CC2 (R)-1-(benzo[d][1,3]dioxol-4-ylmethyl)-N-(4-(pyridin-3-yloxy)phenyl)pyrrolidine-2-carboxamide